The molecule is a 1,2-glycol compound produced via reaction of ethylene oxide with water. It has a role as a metabolite, a toxin, a solvent and a mouse metabolite. It is a glycol and an ethanediol. C(CO)O